C(N)(=O)C1=C(SC=2C(OC(CC21)(C)C)(C)C)NC(=O)C2=NNC=C2CCOCC N-(3-carbamoyl-5,5,7,7-tetramethyl-4H-thieno[2,3-c]pyran-2-yl)-4-(2-ethoxyethyl)-1H-pyrazole-3-carboxamide